2-Chlorobenzyl (2-(((tetrahydro-2H-pyran-2-yl)oxy)carbamoyl)chroman-8-yl)carbamate O1C(CCCC1)ONC(=O)C1OC2=C(C=CC=C2CC1)NC(OCC1=C(C=CC=C1)Cl)=O